Z-pentaenoic acid C(\C=C/CC)(=O)O